CC(C)(C)OC(=O)N1CC([C@H](CC1)O)(F)F (4S)-3,3-difluoro-4-hydroxypiperidin-1-carboxylic acid 2-methylpropan-2-yl ester